6-((4-hydroxybutyl)amino)hexyl 5,5-bis(((Z)-oct-5-en-1-yl)oxy)pentanoate C(CCC\C=C/CC)OC(CCCC(=O)OCCCCCCNCCCCO)OCCCC\C=C/CC